ClC=1C=NC(=NC1)N1CCC(CC1)CCCOC1=CC(=C(C=C1)CC(=O)N1CC(C1)C(=O)NC[C@@H]([C@H]([C@@H]([C@@H](CO)O)O)O)O)F |r| 1-[2-[4-[3-[1-(5-chloropyrimidin-2-yl)-4-piperidyl]propoxy]-2-fluoro-phenyl]acetyl]-N-[rac-(2S,3R,4R,5R)-2,3,4,5,6-pentahydroxyhexyl]azetidine-3-carboxamide